N1C(NCC1)=NC(CC=1C=C(C=CC1)NS(=O)(=O)C)C1=C(C=CC=C1)OC N-{3-[2-(imidazolidin-2-ylideneamino)-2-(2-methoxyphenyl)ethyl]phenyl}methanesulfonamide